FC(C(N)C1=CC=C(C=C1)N1CCN(CC1)C1=CC=C(C=C1)B1OC(C(O1)(C)C)(C)C)(F)F 2,2,2-trifluoro-1-(4-(4-(4-(4,4,5,5-tetramethyl-1,3,2-dioxaborolan-2-yl)phenyl)piperazin-1-yl)phenyl)ethan-1-amine